N-{1-[3-methyl-4-(trifluoromethoxy)phenyl]-1H-indazol-4-yl}benzamide CC=1C=C(C=CC1OC(F)(F)F)N1N=CC2=C(C=CC=C12)NC(C1=CC=CC=C1)=O